N-(3-chlorophenyl)-5-phenyl-octahydrocyclopenta[c]pyrrole-2-carboxamide ClC=1C=C(C=CC1)NC(=O)N1CC2C(C1)CC(C2)C2=CC=CC=C2